C(C)(C)N([C@@H](C)C(=O)[O-])P(=O)(OC1=C2[C@H]3[C@H](C(OC2=CC(=C1)CCCCC)(C)C)CCC(=C3)C)C(=O)OC(C)C isopropyl((isopropoxycarbonyl)(((6aR,10aR)-6,6,9-trimethyl-3-pentyl-6a,7,8,10a-tetrahydro-6H-benzo[c]chromen-1-yl)oxy)phosphoryl)-L-alaninate